NC1=C(C(=NC=N1)N1CC(CCC1)CNC(C=C)=O)C1=CC=C(C=C1)OC1=CC=CC=C1 N-((1-(6-amino-5-(4-phenoxyphenyl)pyrimidin-4-yl)piperidin-3-yl)methyl)acrylamide